3-(p-tolyl)cyclobutyl ((2-(2,6-dioxopiperidin-3-yl)-3-oxoisoindolin-5-yl)methyl)carbamate O=C1NC(CCC1N1CC2=CC=C(C=C2C1=O)CNC(OC1CC(C1)C1=CC=C(C=C1)C)=O)=O